1-(4-(trifluoromethyl)phenyl)-1H-1,2,4-triazol-3-amine FC(C1=CC=C(C=C1)N1N=C(N=C1)N)(F)F